C[C@]12[C@H]3CC[C@]4([C@H]([C@@H]3CC=C2C[C@H](CC1)O)CC[C@@H]4[C@H](C)CCC4=NC=NC(=C4)C)C (1R,3aS,3bS,7S,9aR,9bS,11aR)-9a,11a-dimethyl-1-[(2R)-4-(6-methylpyrimidin-4-yl)butan-2-yl]-1H,2H,3H,3aH,3bH,4H,6H,7H,8H,9H,9aH,9bH,10H,11H,11aH-cyclopenta[a]phenanthren-7-ol